O1C(NC2=C1C=CC(=C2)C2(NC(=NC=C2C)NC=2C=C1CN(CC1=CC2)CC2CC2)N)=O 4-(benzo[d]oxazol-2(3H)-one-5-yl)-N2-(2-cyclopropylmethyl-isoindolin-5-yl)-5-methylpyrimidine-2,4-diamine